C(=O)O.C(#N)CN1N=C(C(=C1)C1=CN=C2N1C=CN=C2NC2=CC(=C(C(=O)NCCNC(=O)[C@H]1NC[C@@H](C1)O)C=C2)C)C(F)(F)F (2S,4R)-N-[2-[[4-[[3-[1-(cyanomethyl)-3-(trifluoromethyl)pyrazol-4-yl]imidazo[1,2-a]pyrazin-8-yl]amino]-2-methylbenzoyl]amino]ethyl]-4-hydroxypyrrolidine-2-carboxamide formate